C1(CC1)C=1C=C(C=C(C1)CN1C[C@H](N[C@H](C1)C)C)C1=C(C(=NC(=N1)N)C1=CNC2=CC=CC=C12)C (3-cyclopropyl-5-(((3r,5s)-3,5-dimethylpiperazin-1-yl)methyl)phenyl)-4-(1H-indol-3-yl)-5-methylpyrimidin-2-amine